Ethyladipat C(C)OC(CCCCC(=O)[O-])=O